2-((1r,2s)-1-(2-cyanophenyl)-1-(1-methyl-3-(N-methylacetamido)-1H-pyrazol-4-yl)propan-2-yl)-5-hydroxy-N-(isoxazol-4-yl)-1-methyl-6-oxo-1,6-dihydropyrimidine-4-carboxamide C(#N)C1=C(C=CC=C1)[C@@H]([C@H](C)C=1N(C(C(=C(N1)C(=O)NC=1C=NOC1)O)=O)C)C=1C(=NN(C1)C)N(C(C)=O)C